(R)-2-(4-(6-fluoro-5-(2-(5-fluoro-2-methoxypyridin-3-yl)pyrrolidin-1-yl)pyrazolo[1,5-a]pyrimidin-3-yl)-1H-imidazol-5-yl)ethan-1-ol FC=1C(=NC=2N(C1)N=CC2C=2N=CNC2CCO)N2[C@H](CCC2)C=2C(=NC=C(C2)F)OC